C(CCCCCCCCCCCCCCC)(=O)OC[C@@H](OC(CCCCCCCCCCCCCCC)=O)CO 1,2-di(palmitoyl)-sn-glycerol